C(C)(=O)N[C@H](C(=O)N[C@@H](CC1=CC=C(C=C1)NS(O)(=O)=O)C=1SC=C(N1)C1=CSC=C1)CC1=CC=CC=C1 4-{(S)-2-((S)-2-acetylamino-3-phenylpropionylamino)-2-[4-(thien-3-yl)thiazol-2-yl]Ethyl}phenyl-sulfamic acid